9-methoxy-7H-furo[3,2-g][1]-benzopyran COC1=C2C(=CC=3C=CCOC31)C=CO2